D-2-butoxy-7-((2-isopropyl-1,2,3,4-tetrahydroisoquinolin-7-yl)methyl)imidazo[2,1-f][1,2,4]triazin-4-amine C(CCC)OC1=NN2C(C(=N1)N)=NC=C2CC2=CC=C1CCN(CC1=C2)C(C)C